FC=1C=C2C(=NNC2=CC1OCCOC)C1=CC(=NO1)C1=CC=C(C=C1)C(=O)N1[C@@H]2CO[C@H](C1)C2 5-Fluoro-6-(2-methoxyethoxy)-3-(3-{4-[(1S,4S)-2-oxa-5-azabicyclo[2.2.1]heptane-5-carbonyl]phenyl}-1,2-oxazol-5-yl)-1H-indazole